OC1=C(C=C2C(N(C(N2C)=[Se])C2=CC=C(C=C2)CC)=O)C=CC(=C1)O 5-(2,4-dihydroxybenzylidene)-3-(4-ethylphenyl)-1-methyl-2-selenoxoimidazolidin-4-one